[Cl-].C[NH+](C1=CC=C(C=C1)OCCCCCCCCCC)CCCCCCCCCC N-methyl-N-decyl-4-(decyloxy)anilinium chloride salt